5,6-dimethyl-2-methylthiopyrimidine CC=1C=NC(=NC1C)SC